ONC(=O)C1=NC=C(C(=C1O)C)COCC1=CC=C(C=C1)OC 4-methoxybenzyloxymethyl-3-hydroxy-4-methyl-pyridine-2-carboxylic acid hydroxyamide